BrC=1C(=CC(=NC1)N1CCN(CC1)C)F 1-(5-bromo-4-fluoropyridin-2-yl)-4-methylpiperazine